2-(2-azidophenyl)-2-((3-bromophenyl)amino)-N-(tert-butyl)acetamide N(=[N+]=[N-])C1=C(C=CC=C1)C(C(=O)NC(C)(C)C)NC1=CC(=CC=C1)Br